2-(1-(4-amino-2-fluorophenyl)piperidin-4-yl)-2-azaspiro[3.3]heptan-6-yl 4-((5-fluoro-4-(3-(2-oxopyridin-1(2H)-yl)phenyl)pyrimidin-2-yl)amino)piperidine-1-carboxylate FC=1C(=NC(=NC1)NC1CCN(CC1)C(=O)OC1CC2(CN(C2)C2CCN(CC2)C2=C(C=C(C=C2)N)F)C1)C1=CC(=CC=C1)N1C(C=CC=C1)=O